N-(3-((2-aminopyrimidin-5-yl)ethynyl)-2-chlorophenyl)-5-chloro-2-methoxypyridine-3-sulfonamide NC1=NC=C(C=N1)C#CC=1C(=C(C=CC1)NS(=O)(=O)C=1C(=NC=C(C1)Cl)OC)Cl